C1(CC1)C1=CC2=C(N=C(N=C2)NC=2C=NC(=CC2)N2CCN(CC2)C)N1C1=NC(=CC=C1)OC 6-cyclopropyl-7-(6-methoxypyridin-2-yl)-N-(6-(4-methylpiperazin-1-yl)pyridin-3-yl)-7H-pyrrolo[2,3-d]pyrimidin-2-amine